C(C1=CC[C@@H](CC1)C(=O)O)([2H])([2H])[2H] (R)-4-(methyl-d3)cyclohex-3-ene-1-carboxylic acid